5-Fluoro-4-(3-oxo-5,6,7,8-tetrahydro[1,2,4]triazolo[4,3-a]pyridin-2(3H)-yl)-N-(chinolin-6-yl)-2-{[(2S)-1,1,1-trifluoropropan-2-yl]oxy}benzamid FC=1C(=CC(=C(C(=O)NC=2C=C3C=CC=NC3=CC2)C1)O[C@H](C(F)(F)F)C)N1N=C2N(CCCC2)C1=O